FC1(CC(C(N(C2=C1C=C(C(=C2)C=2OC(=NN2)C(C)(S(=O)(=O)C)C)F)CC2=CC=C(C=C2)C2=CC=C(C=C2)C(F)(F)F)=O)NC(OC(C)(C)C)=O)F tert-butyl N-[5,5,7-trifluoro-8-[5-(1-methyl-1-methylsulfonyl-ethyl)-1,3,4-oxadiazol-2-yl]-2-oxo-1-[[4-[4-(trifluoromethyl)phenyl]phenyl]methyl]-3,4-dihydro-1-benzazepin-3-yl]carbamate